CC1=C(OC2=C(C=C(C=C2C1=O)C)[C@@H](C)NC=1C(=NC(=CC1)C)C(=O)O)C1=CC=CC=C1 3-[[(1R)-1-(3,6-Dimethyl-4-oxo-2-phenyl-chromen-8-yl)ethyl]amino]-6-methyl-pyridine-2-carboxylic acid